N1=CN=C(C2=CC(=C3C(=C12)CCC3)N)N 8,9-dihydro-7H-cyclopenta[h]quinazoline-4,6-diamine